COC1=CC=C(COC(N)=O)C=C1 carbamic acid p-methoxybenzyl ester